2-(4-Cyano-phenoxy)-N-(5,6-dimethoxy-benzothiazol-2-yl)-2-[3-(propane-2-sulfonyl)-phenyl]-acetamide C(#N)C1=CC=C(OC(C(=O)NC=2SC3=C(N2)C=C(C(=C3)OC)OC)C3=CC(=CC=C3)S(=O)(=O)C(C)C)C=C1